ClC=1C=C(C=C2C(=C(C=NC12)C#N)NC=1C=NC(=C(C1)F)F)N[C@@]([2H])(C=1C=NC=CC1)C=1N=NN(C1)C1=CC=CC=C1 (S)-8-chloro-4-((5,6-difluoropyridin-3-yl)amino)-6-(((1-phenyl-1H-1,2,3-triazol-4-yl)(pyridin-3-yl)methyl-d)amino)quinoline-3-carbonitrile